(3-fluoro-7-(hydroxymethyl)-4-methyl-8-oxo-5,6,7,8-tetrahydronaphthalen-1-yl)acetamide bis(2-butyloctyl)10-[(1-methyl-4-piperidyl)methyl-octylsulfonyl-amino]nonadecanedioate C(CCC)C(COC(CCCCCCCCC(CCCCCCCCC(=O)OCC(CCCCCC)CCCC)N(S(=O)(=O)CCCCCCCC)CC1CCN(CC1)C)=O)CCCCCC.FC=1C=C(C=2C(C(CCC2C1C)CO)=O)CC(=O)N